C(C)(C)N(C(CCC(=O)O)C=O)C 4-(isopropyl-(methyl)amino)-5-oxopentanoic acid